NC1=NC=2C=C(C=CC2C2=C1COC2)CN(C(=O)C=2C=NC(=NC2)C2CC2)C=2C(=NN(C2)C)C(F)(F)F N-({4-amino-1H,3H-furo[3,4-c]quinolin-7-yl}methyl)-2-cyclopropyl-N-[1-methyl-3-(trifluoromethyl)-1H-pyrazol-4-yl]pyrimidine-5-carboxamide